2,5-dibromo-4-[3-[(tert-butyl-dimethylsilyl)oxy]-1-(oxan-2-yloxy)propyl]-1,3-thiazole BrC=1SC(=C(N1)C(CCO[Si](C)(C)C(C)(C)C)OC1OCCCC1)Br